tert-Butyl 6-cyclopropyl-3,4-dihydroisoquinoline-2(1H)-carboxylate C1(CC1)C=1C=C2CCN(CC2=CC1)C(=O)OC(C)(C)C